C(C)C(CO)CO 2-Ethyl-1,3-Propandiol